(3s,5s)-3-aminomethyl-5-(3-methoxy-phenoxy)-hexanoic acid NC[C@H](CC(=O)O)C[C@H](C)OC1=CC(=CC=C1)OC